C1(CCCC1)[C@H](C(=O)N[C@@H](C(=O)NC)CCCC1=CC=CC=C1)NC(=O)[C@H]1NCCC1 (S)-N-((R)-1-cyclopentyl-2-(((R)-1-(methylamino)-1-oxo-5-phenylpentan-2-yl)amino)-2-oxoethyl)pyrrolidine-2-carboxamide